(3-(3,5-di-tert-butyl-4-hydroxyphenyl)propionyl)hexamethylenediamine C(C)(C)(C)C=1C=C(C=C(C1O)C(C)(C)C)CCC(=O)NCCCCCCN